CC1=C(CC=2C=C(C=C(C2C)CC2=C(C(=C(C(=C2)C)O)CC2=C(C=C(C(=C2)O)C)C)C)O)C=C(C(=C1CC1=C(C=C(C(=C1)O)C)C)O)C 3,5-bis[2,5-dimethyl-3-(2,4-dimethyl-5-hydroxybenzyl)-4-hydroxybenzyl]-4-methylphenol